C[Si](O[Si](O)(C)C)(O)C tetramethyl-1,3-dihydroxydisiloxane